C(C1=CC=CC=C1)N1CC(C(C(C1)C)(F)F)CCN1C(C2=CC=CC=C2C1=O)=O 2-[2-(1-Benzyl-4,4-difluoro-5-methyl-3-piperidinyl)ethyl]isoindoline-1,3-dione